N-{1-[3-({[(5-chloro-1H-indol-2-yl)methyl]carbamoyl}(methyl)amino)piperidin-1-yl]-1-oxopropan-2-yl}acetamide ClC=1C=C2C=C(NC2=CC1)CNC(=O)N(C1CN(CCC1)C(C(C)NC(C)=O)=O)C